3-methylisothiazol-5-carboxylat CC1=NSC(=C1)C(=O)[O-]